NC1(CC2(C1)CCC2)C2=CC=C(C=N2)C2=CC1=C(N=C3N1[C@H]1C4=C(C(N([C@@H]3C1)C([2H])([2H])[2H])=O)C=CC=C4C#C)C=C2 (7R,14R)-11-(6-(2-aminospiro[3.3]heptan-2-yl)pyridin-3-yl)-1-ethynyl-6-(methyl-d3)-6,7-dihydro-7,14-methanobenzo[f]benzo[4,5]imidazo[1,2-a][1,4]diazocin-5(14H)-one